C(CCC)C=1N(C=C(N1)C1CCN(CC1)CCN1C=CC2=CC(=CC=C12)C#N)C1=CC=C(C=C1)OC1=CC=C(C=C1)Cl ((4-(2-butyl-1-(4-(4-chlorophenoxy)phenyl)-1H-imidazol-4-yl)piperidin-1-yl)ethyl)-1H-indole-5-carbonitrile